The molecule is a 1,2-diacyl-sn-glycero-3-phosphoethanolamine in which both acyl substituents are specified as (9Z)-hexadecenoyl (palmitoleoyl). It derives from a palmitoleic acid. It is a tautomer of a 1,2-di-[(9Z)-hexadecenoyl]-sn-glycero-3-phosphoethanolamine zwitterion. CCCCCC/C=C\\CCCCCCCC(=O)OC[C@H](COP(=O)(O)OCCN)OC(=O)CCCCCCC/C=C\\CCCCCC